C(C)(C)(C)OC(=O)N1CCN(CC1)C1=NC=C(C=C1)C=1C=2N(C=C(C1)C=1C=NN(C1)C)N=CC2Br 4-(5-(3-bromo-6-(1-methyl-1H-pyrazol-4-yl)pyrazolo[1,5-a]pyridin-4-yl)pyridin-2-yl)piperazine-1-carboxylic acid tert-butyl ester